(S)-3-((6-(difluoromethoxy)-2-(2-methyl-[1,1'-biphenyl]-3-yl)benzo[d]oxazol-5-yl)methyl)oxazolidine-4-carboxylic acid FC(OC1=CC2=C(N=C(O2)C=2C(=C(C=CC2)C2=CC=CC=C2)C)C=C1CN1COC[C@H]1C(=O)O)F